NC1=C(C(=CC(=C1)OC=1C=NC=CC1)Cl)N(C(OC(C)(C)C)=O)C tert-butyl N-[2-amino-6-chloro-4-(3-pyridyloxy)phenyl]-N-methyl-carbamate